(S)-2-(6-methylpyridin-3-yl)-N-(1,2,3,4-tetrahydronaphthalen-1-yl)benzo[d]thiazole-6-carboxamide CC1=CC=C(C=N1)C=1SC2=C(N1)C=CC(=C2)C(=O)N[C@H]2CCCC1=CC=CC=C21